(7R)-2-[4-(2,4-difluorophenoxy)phenyl]-7-(piperazin-1-yl)-4,5,6,7-tetrahydro-2H-pyrazolo[4,3-b]pyridine-3-carboxamide FC1=C(OC2=CC=C(C=C2)N2N=C3C(NCC[C@H]3N3CCNCC3)=C2C(=O)N)C=CC(=C1)F